(1S,2S)-2-fluoro-N-(3-[6-[(1R)-1-hydroxypropyl]-4-methylpyridin-3-yl]-2-oxo-1H-1,6-naphthyridin-7-yl)cyclopropane-1-carboxamide F[C@@H]1[C@@H](C1)C(=O)NC1=NC=C2C=C(C(NC2=C1)=O)C=1C=NC(=CC1C)[C@@H](CC)O